4-methoxybenzyl-4-methyl-5-(2,2,2-trifluoroethyl)pyridin-2-amine COC1=CC=C(CC=2C(=NC=C(C2C)CC(F)(F)F)N)C=C1